COC(=O)C1CC2=C(SC(=C2C(C2=C(C=CC=C2)CC)=O)NC(CN)=O)C1 2-(2-Aminoacetamido)-3-(2-ethylbenzoyl)-4H,5H,6H-cyclopenta[b]thiophene-5-carboxylic acid methyl ester